C(=O)(O)C1=C(C(=C(C2=CC=CC=C12)N)C(=O)O)N 1-carboxy-2-amino-carboxy-4-aminonaphthalene